silicon germanyl oxide [GeH3]O[GeH3].[Si]